1-[3-[(2S)-2-methylmorpholin-4-yl]-1,2,4-oxadiazol-5-yl]ethanamine hydrochloride Cl.C[C@H]1CN(CCO1)C1=NOC(=N1)C(C)N